N1N=CC2=CC=CC(=C12)CNC(=S)NC1=CC=C(C=C1)C#N 1-[(1H-indazol-7-yl)methyl]-3-(4-cyanophenyl)thiourea